3-(6-(4-((4-(4-(9-chloro-10-oxo-10H-chromeno[3,2-b]pyridin-4-yl)phenyl)piperazin-1-yl)methyl)piperidin-1-yl)-4-methoxy-1-oxoisoindolin-2-yl)piperidine-2,6-dione ClC=1C=2C(C3=NC=CC(=C3OC2C=CC1)C1=CC=C(C=C1)N1CCN(CC1)CC1CCN(CC1)C1=CC(=C2CN(C(C2=C1)=O)C1C(NC(CC1)=O)=O)OC)=O